CC=1C=C(C=C(C1)C)C1=C2C=C(C(C2=C(C=2CCCC12)C1=CC(=CC(=C1)C)C)[Si](C)(C)C1C(=CC2=C(C(=C(C=C12)C(C)(C)C)OC)C1=CC(=CC(=C1)C)C)C)C [4,8-Bis(3,5-dimethylphenyl)-2-methyl-1,5,6,7-tetrahydro-s-indacen-1-yl][6-tert-butyl-4-(3,5-dimethylphenyl)-5-methoxy-2-methyl-1H-inden-1-yl]dimethylsilane